C(C1=CC=CC=C1)N(C(=O)OCC1=C(C=NN1C)C1=CC=C(C(=N1)C)OC1CCCCC1)C (rac)-trans-3-((6-(5-(((Benzyl(methyl)carbamoyl)oxy)methyl)-1-methyl-1H-pyrazol-4-yl)-2-methylpyridin-3-yl)oxy)cyclohexan